N'-(1-methylethylidene)picolinic acid hydrazide CC(C)=NNC(C1=NC=CC=C1)=O